ClC=1C=CC2=C(OC3=C(C(=N2)N2CCN(CC2)CC(C(=O)OC)(C)C)C=CC(=C3)SC)C1 methyl 3-(4-(7-chloro-3-(methylthio)dibenzo[b,f][1,4]oxazepin-11-yl)piperazin-1-yl)-2,2-dimethylpropanoate